4-(2-[[4,4-bipiperidin]-1-yl]-2-oxoethoxy)-2-(2,6-dioxopiperidin-3-yl)isoindole-1,3-dione trifluoroacetic acid salt FC(C(=O)O)(F)F.N1(CCC(CC1)C1CCNCC1)C(COC1=C2C(N(C(C2=CC=C1)=O)C1C(NC(CC1)=O)=O)=O)=O